5-(2-(4-(3-hydroxyazetidin-1-yl)cyclohexyl)-6-isopropyl-4H-pyrrolo[3,2-d]thiazol-5-yl)-1,3,4-trimethylpyridin-2(1H)-one OC1CN(C1)C1CCC(CC1)C=1SC2=C(N1)C(=C(N2)C=2C(=C(C(N(C2)C)=O)C)C)C(C)C